2-[(diphenylmethylidene)amino]-3-(5-{1'-methyl-2,3-dihydrospiro[indene-1,4'-piperidin]-6-yl}thieno[3,2-b]thiophen-2-yl)propanenitrile C1(=CC=CC=C1)C(C1=CC=CC=C1)=NC(C#N)CC1=CC2=C(S1)C=C(S2)C2=CC=C1CCC3(CCN(CC3)C)C1=C2